(4-bromobutyl)-trimethylammonium bromide [Br-].BrCCCC[N+](C)(C)C